ethyl 3-(cyclopentyl (3-ethoxy-3-oxopropyl) amino)-3-oxopropanoate C1(CCCC1)N(C(CC(=O)OCC)=O)CCC(=O)OCC